N=1N(N=C2C1C=CC=C2)C2=C(C=CC(=C2C(C)(C)C2=CC=CC=C2)C(C)(C2=CC=CC=C2)C)O 2-(2H-benzotriazol-2-yl)-bis(1-methyl-1-phenylethyl)phenol